CARBAZOLEPHOSPHONIC ACID (S)-Ethyl-2-((2R,5S,6R)-2-((S)-acetoxy(pyridin-4-yl)methyl)-5,6-bis(4-chlorophenyl)-3-oxomorpholino)pentanoate C(C)OC([C@H](CCC)N1C([C@H](O[C@@H]([C@@H]1C1=CC=C(C=C1)Cl)C1=CC=C(C=C1)Cl)[C@H](C1=CC=NC=C1)OC(C)=O)=O)=O.C1(=CC=CC=2C3=CC=CC=C3NC12)P(O)(=O)O